N,N-distearoyl-N,N-diethylammonium bromide [Br-].C(CCCCCCCCCCCCCCCCC)(=O)[N+](CC)(CC)C(CCCCCCCCCCCCCCCCC)=O